Cl.FC(C=1C(=C(C=CC1)[C@@H](C)NC1=NN=C(C=2C1=CN(C(C2C)=O)C2(CC2)C)C)F)F (R)-4-((1-(3-(difluoromethyl)-2-fluorophenyl)ethyl)amino)-1,8-dimethyl-6-(1-methylcyclopropyl)pyrido[3,4-d]pyridazin-7(6H)-one hydrochloride